pyridin-3-ylmethyl(4-(5-fluoro-2-(pyrrolidin-1-yl)benzamido)-2-(trifluoromethyl)benzyl)carbamate N1=CC(=CC=C1)COC(NCC1=C(C=C(C=C1)NC(C1=C(C=CC(=C1)F)N1CCCC1)=O)C(F)(F)F)=O